1-(5-bromopyridin-3-yl)-4-isopropylpiperazine BrC=1C=C(C=NC1)N1CCN(CC1)C(C)C